FC1(CCN(CC1)S(=O)(=O)C1=C(C=C(C=C1)OC)C1=C(C=CC=C1)C)C(=O)N[C@H](C)\C=C/S(=O)(=O)C (R,Z)-4-fluoro-1-((5-methoxy-2'-methyl-[1,1'-biphenyl]-2-yl)sulfonyl)-N-(4-(methylsulfonyl)but-3-en-2-yl)piperidine-4-carboxamide